2-(2-methoxyethoxy)-6-(3-(methoxymethoxy)-2,6-dimethylphenyl)-3-methyl-5-oxo-5,6-dihydro-1,6-naphthyridine-8-carboxylic acid ethyl ester C(C)OC(=O)C1=CN(C(C=2C=C(C(=NC12)OCCOC)C)=O)C1=C(C(=CC=C1C)OCOC)C